4-Amino-7-bromo-6-fluoro-1-(4-(1-hydroxyethyl)phenyl)-2-oxo-1,2-dihydroquinoline-3-carboxylic acid methyl ester COC(=O)C=1C(N(C2=CC(=C(C=C2C1N)F)Br)C1=CC=C(C=C1)C(C)O)=O